1-((R)-1-((3R,5R,8R,9R,10S,13S,14S,17S)-3-hydroxy-3-(methoxymethyl)-13-methylhexadecahydro-1H-cyclopenta[a]phenanthren-17-yl)ethyl)-1H-pyrazole-4-carbonitrile O[C@@]1(CC[C@@H]2[C@H]3CC[C@@]4([C@H](CC[C@H]4[C@@H]3CC[C@@H]2C1)[C@@H](C)N1N=CC(=C1)C#N)C)COC